FC1(CC(C1)(CC1=NN=CN1C)C=1C=C(C=CC1)N1C(C2=CC(=CC(=C2C1)C(F)(F)F)CNC(CF)(C)C)=O)F 2-(3-(3,3-difluoro-1-((4-methyl-4H-1,2,4-triazol-3-yl)methyl)cyclobutyl)phenyl)-6-(((1-fluoro-2-methylpropan-2-yl)amino)methyl)-4-(trifluoromethyl)isoindolin-1-one